C1(=CC=CC2=CC=CC=C12)N(C1=CC=C(C2=CC=C(N(C3=CC=CC=C3)C3=CC=CC4=CC=CC=C34)C=C2)C=C1)C1=CC=CC=C1 Di(naphthalen-1-yl)-N,N'-diphenyl-benzidine